C(C)C1=NC2=CC=C(C=C2C(N1CC1CCN(CC1)C1=C(C=CC=C1)C=1N=NNN1)=O)[N+](=O)[O-] 2-ethyl-6-nitro-3-[[1-[2-(2H-tetrazol-5-yl)phenyl]-4-piperidinyl]methyl]quinazolin-4-one